inosinic acid monophosphate P(=O)(O)(O)O.[C@@H]1([C@H](O)[C@H](O)[C@@H](COP(=O)(O)O)O1)N1C=NC=2C(O)=NC=NC12